lauramidopropyl-N,N-dimethylammonium C(CCCCCCCCCCC)(=O)NCCC[NH+](C)C